C(C1=CC=CC=C1)=NCC1=CC=CC=C1 N-benzylenebenzylamine